[Na+].[Na+].[Na+].[Na+].[O-]P([O-])(=O)OP(=O)([O-])[O-] diphosphate tetrasodium salt